IC1=NNC2=CC(=CC=C12)CC(=O)O 2-(3-iodo-1H-indazol-6-yl)acetic acid